C=CCCCCCCCC 7-cis-decene